N=1C=C(N2C1C=CC=C2)C(=O)N2CC1=C(CC2)C(=CS1)C(=O)NC1=CC(=CC(=C1)C(F)(F)F)N1CCN(CC1)C 6-(Imidazo[1,2-a]pyridin-3-carbonyl)-N-(3-(4-methylpiperazin-1-yl)-5-(trifluoromethyl)phenyl)-4,5,6,7-tetrahydrothieno[2,3-c]pyridin-3-carboxamid